CC1=CNC2=CC(=CC=C12)Br 3-methyl-6-bromoindole